(2-methylquinolin-4-yl)methanone CC1=NC2=CC=CC=C2C(=C1)C=O